N-[4-Amino-1-(2-trimethylsilylethoxymethyl)pyrazolo[4,3-c]pyridin-7-yl]-2-oxo-2-[rac-(2R,6R)-2-methyl-6-phenyl-1-piperidyl]acetamide NC1=NC=C(C2=C1C=NN2COCC[Si](C)(C)C)NC(C(N2[C@@H](CCC[C@@H]2C2=CC=CC=C2)C)=O)=O |r|